distearylethylhydroxyethyl-methyl-ammonium silicon-magnesium [Mg+2].[Si+4].C(CCCCCCCCCCCCCCCCC)C([NH+](CCO)CC)CCCCCCCCCCCCCCCCCC